5-{2-amino-[1,2,4]triazolo-[1,5-a]pyridin-7-yl}-N-{[3-(cyclopentyloxy)pyridin-2-yl]methyl}-2-methoxy-6-methylpyridine-3-carboxamide NC1=NN2C(C=C(C=C2)C=2C=C(C(=NC2C)OC)C(=O)NCC2=NC=CC=C2OC2CCCC2)=N1